3-(3-(phenylmethyloxy)phenyl)-N-methoxy-N-methylcyclopentane-1-carboxamide C1(=CC=CC=C1)COC=1C=C(C=CC1)C1CC(CC1)C(=O)N(C)OC